BrC=1C(=C(C(=C(C1C)C(C)(C)C)C)OB(O)O)O[SiH3] 3-bromo-5-tert-butyl-dimethyl-siloxyphenyl-boric acid